(dimethylamino)butanoate CN(C)C(C(=O)[O-])CC